C(C)(C)C1=C(C=C(C=C1O)\C=C\C1=CN=CS1)O (E)-2-isopropyl-5-(2-(thiazol-5-yl)vinyl)benzene-1,3-diol